FC1([C@@H](CN2C(N(CC[C@@H]21)C2=NOC1=NC(=CC(=C12)C1=C(C=C(C=C1F)F)F)C)=O)NS(=O)(=O)C)F N-{(4aR,6R)-5,5-difluoro-2-[6-methyl-4-(2,4,6-trifluorophenyl)[1,2]oxazolo[5,4-b]pyridin-3-yl]-1-oxooctahydropyrrolo[1,2-c]pyrimidin-6-yl}methanesulfonamide